NCCC=1C(=C(C(=CC1)O)O)Cl 4-(2-aminoethyl)-3-chlorobenzene-1,2-diol